C1(=CC=CC=C1)C1=CC=2[NH+](C3=CC=CC(=C3OC2C(=C1)C1=CC=CC=C1)C1=CC=CC=C1)[O-] 2,4,6-triphenyl-phenoxazine oxide